2-butyl-1-(5-(piperazin-1-yl)pentyl)-1H-imidazo[4,5-d]thieno[3,2-b]pyridin-4-amine C(CCC)C1=NC=2C(=C3C(=NC2N)C=CS3)N1CCCCCN1CCNCC1